3,6-diethynylcarbazole C(#C)C=1C=CC=2NC3=CC=C(C=C3C2C1)C#C